5-fluoro-7-{8-fluoro-2-methylimidazo[1,2-a]pyridin-6-yl}-3-(piperazin-1-yl)quinazolin-4-one FC1=C2C(N(C=NC2=CC(=C1)C=1C=C(C=2N(C1)C=C(N2)C)F)N2CCNCC2)=O